[Si](C)(C)(C(C)(C)C)O[C@H]1[C@H]2CN(C[C@@H](C1)N2C(=O)OC(C)(C)C)C=2C1=C(N=C(N2)Cl)C(=C(N=C1)C1=CC=CC2=CC=CC(=C12)Cl)F tert-butyl (1R,5R,6R)-6-((tert-butyldimethylsilyl)oxy)-3-(2-chloro-7-(8-chloronaphthalen-1-yl)-8-fluoropyrido[4,3-d]pyrimidin-4-yl)-3,8-diazabicyclo[3.2.1]octane-8-carboxylate